N[C@]1(C[C@H]([C@H](C1)[18F])F)C(=O)O (1S,3R,4S)-1-amino-3-fluoro-4-[18F]fluorocyclopentane-1-carboxylic acid